N4-(4-(trifluoromethyl)benzyl)benzene-1,2,4-triamine FC(C1=CC=C(CNC=2C=C(C(=CC2)N)N)C=C1)(F)F